C(C1=CC=CC=C1)(=O)N[C@@H](CCCNC(N)=N)C(=O)NC1=CC=C(C=C1)[N+](=O)[O-] |r| benzoyl-DL-arginyl-p-nitroaniline